5-(3-{[(tert-Butyldimethylsilyl)oxy]methyl}-2-fluorophenyl)-2-(3,3-difluoroazetidin-1-yl)-3-fluoropyridine [Si](C)(C)(C(C)(C)C)OCC=1C(=C(C=CC1)C=1C=C(C(=NC1)N1CC(C1)(F)F)F)F